CC=1C(=C(C=C(C1)C(F)(F)F)O)C1=CC2=C(N=N1)N(CC2)[C@H]2CN(CCC2)C(C)C 3-Methyl-2-{7-[(3R)-1-(propan-2-yl)piperidin-3-yl]-6,7-dihydro-5H-pyrrolo[2,3-c]pyridazin-3-yl}-5-(trifluoromethyl)phenol